3-oxindole N1CC(C2=CC=CC=C12)=O